C(C)N(CCC1=CNC2=CC(=CC=C12)OC(CCC)=O)C butyric acid 3-(2-(ethyl (methyl) amino) ethyl)-1H-indol-6-yl ester